N-(4-((4-cyanobenzyl)oxy)-3-(1H-tetrazol-1-yl)phenyl)-1H-benzo[d]imidazole-5-carboxamide C(#N)C1=CC=C(COC2=C(C=C(C=C2)NC(=O)C2=CC3=C(NC=N3)C=C2)N2N=NN=C2)C=C1